CC(C)(C)C=1C=C(C#N)C=CC1OC1=NC=C(C=C1)N1C(N[C@@H](C1=O)CC)=O 3-(1,1-dimethylethyl)-4-({5-[(4R)-4-ethyl-2,5-dioxo-1-imidazolidinyl]-2-pyridinyl}oxy)benzonitrile